6-methyl-1,2,3-oxathiazin-4(3H)-one-2,2-dioxide CC1=CC(NS(O1)(=O)=O)=O